N-(1,3-dimethyl-2,4,7-trioxo-1H,2H,3H,4H,7H-pyrano[2,3-d]pyrimidin-6-yl)benzamide CN1C(N(C(C2=C1OC(C(=C2)NC(C2=CC=CC=C2)=O)=O)=O)C)=O